5-furandipentanol O1C(=CC=C1CCCCCO)CCCCCO